(R)-6-chloro-3-((1-(3,6-dimethyl-2-(4-(2-methylpyrimidin-5-yl)piperazin-1-yl)-4-oxo-3,4-dihydroquinazolin-8-yl)ethyl)amino)-N-(methylsulfonyl)picolinamide ClC1=CC=C(C(=N1)C(=O)NS(=O)(=O)C)N[C@H](C)C=1C=C(C=C2C(N(C(=NC12)N1CCN(CC1)C=1C=NC(=NC1)C)C)=O)C